(2R,3R,4R,5R)-5-(6-(bis-(tert-butoxycarbonyl)amino)-2-chloro-9H-purin-9-yl)-2-(((tert-butyldiphenylsilyl)oxy)-methyl)-3-ethynyltetrahydrofuran-3,4-diyl diacetate C(C)(=O)O[C@@]1([C@H](O[C@H]([C@@H]1OC(C)=O)N1C2=NC(=NC(=C2N=C1)N(C(=O)OC(C)(C)C)C(=O)OC(C)(C)C)Cl)CO[Si](C1=CC=CC=C1)(C1=CC=CC=C1)C(C)(C)C)C#C